CSC=1N=CC2=C(N1)NC(=C2)C(=O)O 2-(methylthio)-7H-pyrrolo[2,3-d]pyrimidine-6-carboxylic acid